{5-[(cyclopropylamino)carbonyl]-3-fluoro-2-methylphenyl}-N-(2,4,5-trifluorobenzyl)nicotinamide C1(CC1)NC(=O)C=1C=C(C(=C(C1)C1=C(C(=O)NCC2=C(C=C(C(=C2)F)F)F)C=CC=N1)C)F